C(C)(=O)OC(C=O)C1=CC(=CC=C1)F 1-(3-fluorophenyl)-2-oxoethyl acetate